4-chloro-N-(2-(methoxymethyl)phenyl)-5-(trifluoroethyl)pyrimidin-2-amine ClC1=NC(=NC=C1CC(F)(F)F)NC1=C(C=CC=C1)COC